2-[4-[(E)-3-(4-Fluorophenyl)prop-2-enoyl]phenoxy]propanoic acid FC1=CC=C(C=C1)/C=C/C(=O)C1=CC=C(OC(C(=O)O)C)C=C1